2-(cyclopentylamino)-4-methylthiophene-3-carboxylic acid methyl ester COC(=O)C1=C(SC=C1C)NC1CCCC1